5-(allyloxyamino)-4-methyl-1,2,5,6-tetrahydropyridine-2-carboxamide C(C=C)ONC1C(=CC(NC1)C(=O)N)C